3-(1-(3-(2-chloro-4-fluorophenyl)propyl)-3-((dimethylamino)methyl)-4-hydroxypiperidin-4-yl)benzonitrile ClC1=C(C=CC(=C1)F)CCCN1CC(C(CC1)(O)C=1C=C(C#N)C=CC1)CN(C)C